C(\C=C/C(=O)OCC)(=O)OCC diethyl (Z)-but-2-enedioate